N=1NC=C2C(=CC=CC12)C1CN(C1)C1C(CCCC1)OC=1C=C2CN(C(C2=CC1)=O)C1C(NC(CC1)=O)=O 3-(5-((2-(3-(2H-indazol-4-yl)azetidin-1-yl)cyclohexyl)oxy)-1-oxoisoindolin-2-yl)piperidine-2,6-dione